N1(CCCCC1)C1=CC=C(C=C1)C=O (4-(piperidin-1-yl)phenyl)methanone